α-ISOPROPYLMALATE C(C)(C)OC(C(O)CC(=O)[O-])=O